C1=CC=CC=2C3=CC=CC=C3C(C12)COC(=O)N[C@H](CCN1CCC2(CN(C2)C(=O)OC(C)(C)C)CC1)CSC1=CC=CC=C1 tert-butyl (R)-7-(3-((((9H-fluoren-9-yl)methoxy)carbonyl)amino)-4-(phenylthio)butyl)-2,7-diazaspiro[3.5]nonane-2-carboxylate